C(C1=CC=C2C(=N1)OC1=C2C=CC=C1C1=NC=C(C=C1)[Ge](C)(C)C)([2H])([2H])[2H] 2-(methyl-d3)-8-(5-(trimethylgermyl)pyridin-2-yl)benzofuro[2,3-B]pyridine